Methyl (3R,5R)-3-((6-chloro-5-methyl-1,2,4-triazin-3-yl)amino)-5-fluoropiperidine-1-carboxylate ClC1=C(N=C(N=N1)N[C@H]1CN(C[C@@H](C1)F)C(=O)OC)C